5-(1-(2,2-difluoroethyl)-1H-benzo[d][1,2,3]triazol-6-yl)-4-methoxy-N-((4r,7r)-1-oxaspiro[3.5]nonan-7-yl)pyrrolo[2,1-f][1,2,4]triazin-2-amine FC(CN1N=NC2=C1C=C(C=C2)C=2C=CN1N=C(N=C(C12)OC)NC1CCC2(CCO2)CC1)F